2-CYANOPYRIDINE-3-BORONIC ACID C(#N)C1=NC=CC=C1B(O)O